FC1=C(C(=O)N([C@H]2CNCCC2)C2=NC=CC3=C2C(=CS3)C)C=CC(=C1)C=1N=NN(C1)CCOC (R)-2-fluoro-4-(1-(2-methoxyethyl)-1H-1,2,3-triazol-4-yl)-N-(3-methylthieno[3,2-c]pyridin-4-yl)-N-(piperidin-3-yl)benzamide